tris(triisopropylsilyl)phosphine C(C)(C)[Si](C(C)C)(C(C)C)P([Si](C(C)C)(C(C)C)C(C)C)[Si](C(C)C)(C(C)C)C(C)C